2-((3-(1H-indol-3-yl)-1-methoxy-1-oxopropan-2-yl)amino)-N,N,N-trimethyl-2-oxoethan-1-aminium N1C=C(C2=CC=CC=C12)CC(C(=O)OC)NC(C[N+](C)(C)C)=O